C1(CC1)C1=C(C(=NO1)C1=C(C=CC=C1Cl)Cl)COC1C[C@H]2CC[C@@H](C1)N2C2=NN=C(O2)C2=CC(=CS2)C(=O)O 5-((1r,3r,5s)-(3-((5-cyclopropyl-3-(2,6-dichlorophenyl)isoxazol-4-yl)methoxy)-8-azabicyclo[3.2.1]octan-8-yl)-1,3,4-oxadiazol-2-yl)thiophene-3-carboxylic acid